BrC=1C(=NC=C(C1)C1=NN=C(N1)C(F)(F)F)C 3-bromo-2-methyl-5-(5-(trifluoromethyl)-4H-1,2,4-triazol-3-yl)pyridine